BrC=1C(=C(OC2CCC(CC2)C=O)C=CC1)C (1s,4s)-4-(3-bromo-2-methylphenoxy)cyclohexane-1-carbaldehyde